[Si](C)(C)(C)C=1N=NNC1C#C 4-TMS-ethynyl-1,2,3-triazole